N-(5-(2-((1R,4S)-2-azabicyclo[2.2.1]heptan-2-yl)acetamido)-2-methylpyridin-3-yl)-6-(1-methyl-1H-pyrazol-4-yl)pyrazolo[1,5-a]pyrazine-3-carboxamide [C@@H]12N(C[C@@H](CC1)C2)CC(=O)NC=2C=C(C(=NC2)C)NC(=O)C=2C=NN1C2C=NC(=C1)C=1C=NN(C1)C